ClC=1C=C(C=CC1C(C(=O)NCC=1SC=C2C1CN(C2=O)C2C(NC(CC2)=O)=O)=O)C 2-(3-chloro-4-tolyl)-N-((5-(2,6-dioxopiperidin-3-yl)-4-oxo-5,6-dihydro-4H-thieno[3,4-c]pyrrol-1-yl)methyl)-2-oxoacetamide